C(CC)(=O)OC1O[C@@H]([C@H]([C@@H]1OC(CC)=O)OC(CC)=O)[C@H](C#C)OC(CC)=O (3S,4R,5R)-5-((S)-1-(propionyloxy)prop-2-ynyl)-tetrahydrofuran-2,3,4-triyl tripropionate